7-(difluoromethyl)-3-methyldibenzo[b,f][1,4]oxazepin-11(10H)-one FC(C=1C=CC2=C(OC3=C(C(N2)=O)C=CC(=C3)C)C1)F